6-chloro-4-methoxy-3-pyridinamine ClC1=CC(=C(C=N1)N)OC